IC1=COC2=C3C(=CC=C2C1=O)C=CC=C3 3-iodo-4H-benzo[H]chromen-4-one